C1(=CC=CC=C1)C=1C(=NC=2C(N1)=CSC2)C2=CC=CC=C2 2,3-diphenylthieno[3,4-b]pyrazine